N-heptylhexane-1,6-diamine C(CCCCCC)NCCCCCCN